FC1(OC2=C(O1)C=CC(=C2C)N)F 2,2-difluoro-4-methylbenzo[d][1,3]dioxol-5-amine